ClC1=C(C=CC(=C1)F)C1=NC(=C2C(=N1)N(N=C2)C2CCCCC2)NC(=O)C=2SC(=CC2)[N+](=O)[O-] N-(6-(2-chloro-4-fluorophenyl)-1-cyclohexyl-1H-pyrazolo[3,4-d]pyrimidin-4-yl)-5-nitrothiophene-2-carboxamide